FC(C(=O)N1CC2=CC(=CC=C2CC1)S(=O)(=O)N1CC2(CC1C)CCCC2)(F)F 2,2,2-Trifluoro-1-(7-((3-methyl-2-azaspiro[4.4]nonan-2-yl)sulfonyl)-3,4-dihydroisoquinolin-2(1H)-yl)ethan-1-one